COC1=NC=C(C=C1C(=O)N[C@@H]1CN(CC1)C(=O)OC(C)(C)C)C1=CC=C2C(=NNC2=C1)C(NC)=O tert-butyl (3S)-3-{2-methoxy-5-[3-(methylcarbamoyl)-1H-indazol-6-yl]pyridine-3-amido}pyrrolidine-1-carboxylate